3-ethyl-N-methyl-4-(prop-2-yn-1-ylamino)benzamide C(C)C=1C=C(C(=O)NC)C=CC1NCC#C